BrCCCOC=1C(=C(C=CC1)C1=C(C(=CC=C1)COC1=CC(=C(C=O)C=C1Cl)O)C)C 4-((3'-(3-bromopropoxy)-2,2'-dimethyl-[1,1'-biphenyl]-3-yl)methoxy)-5-chloro-2-hydroxybenzaldehyde